FC1(CCC2=C1N=C(N=C2C=2C=CC(=C(C2)S(=O)(C)=N)OC(F)F)N2[C@H]([C@@H](C2)O)C)F (5-(7,7-difluoro-2-((2S,3R)-3-hydroxy-2-methylazetidin-1-yl)-6,7-dihydro-5H-cyclopenta[d]pyrimidin-4-yl)-2-(difluoromethoxy)phenyl)(imino)(methyl)-λ6-sulfanone